N-(3-carbamoyl-4-fluorophenyl)-3-(4,4-difluoroazepan-1-yl)quinoxaline-2-carboxamide C(N)(=O)C=1C=C(C=CC1F)NC(=O)C1=NC2=CC=CC=C2N=C1N1CCC(CCC1)(F)F